1,2-bisheneicosanoyl-sn-glycero-3-phosphocholine C(CCCCCCCCCCCCCCCCCCCC)(=O)OC[C@@H](OC(CCCCCCCCCCCCCCCCCCCC)=O)COP(=O)([O-])OCC[N+](C)(C)C